ClC=1C(=CC=2N=CN=C(C2N1)C=1C(=NN(C1)C1OCCCC1)C1=CC=CC=C1)OC 6-chloro-7-methoxy-4-(3-phenyl-1-(tetrahydro-2H-pyran-2-yl)-1H-pyrazol-4-yl)pyrido[3,2-d]pyrimidine